1-(7-(azetidin-1-yl)-10-(4-(((tert-butyldimethylsilyl)oxy)methyl)phenyl)-5,5-dimethyl-dibenzo[b,e]silin-3(5H)-ylidene)azetidin-1-ium chloride [Cl-].N1(CCC1)C1=CC2=C(C(=C3C([Si]2(C)C)=CC(C=C3)=[N+]3CCC3)C3=CC=C(C=C3)CO[Si](C)(C)C(C)(C)C)C=C1